R-epichlorohydrin C(Cl)[C@H]1CO1